C(C)(C)(C)OC(=O)N1CCC(=CC1)C=1C=C(C(C(=O)OC)=CC1)C(=O)OC 1,2-dimethyl 4-[1-(tert-butoxycarbonyl)-3,6-dihydro-2H-pyridin-4-yl]phthalate